4-(1-(1-propenylpiperidin-3-yl)-5-aminoimidazo[1,5-c]pyrimidin-3-yl)-3-cyano-N-(4-cyanopyridin-2-yl)benzamide C(=CC)N1CC(CCC1)C=1N=C(N2C(=NC=CC21)N)C2=C(C=C(C(=O)NC1=NC=CC(=C1)C#N)C=C2)C#N